N-[(1S)-2-[[1-[3,3-difluoro-1-[1-(2,2,2-trifluoroethyl)tetrazol-5-yl]propyl]-3-fluoro-pyrazol-4-yl]amino]-1-(trans-4-methylcyclohexyl)-2-oxo-ethyl]-2-isopropyl-pyrazole-3-carboxamide FC(CC(C1=NN=NN1CC(F)(F)F)N1N=C(C(=C1)NC([C@H]([C@@H]1CC[C@H](CC1)C)NC(=O)C=1N(N=CC1)C(C)C)=O)F)F